C1(CCCCC1)C1CC(=NN1C(CC)=O)C1=C(C2=C(NC1=O)SC=C2)C 5-(5-cyclohexyl-1-propionyl-4,5-dihydro-1H-pyrazol-3-yl)-4-methylthieno[2,3-b]pyridin-6(7H)-one